CC=1C(=NC=C(C1)NC(C(=O)N1[C@H](CC[C@@H](C1)C)C=1C=NC(=CC1)C)=O)NC(OC(C)(C)C)=O tert-Butyl N-[3-methyl-5-[[2-[(2R,5S)-5-methyl-2-(6-methyl-3-pyridyl)-1-piperidyl]-2-oxo-acetyl]-amino]-2-pyridyl]carbamate